N=1N=CN2C1C(=NC=C2)CN(CC2=CC=NO2)CC2=C(C=C(C=C2)F)Br 1-([1,2,4]triazolo[4,3-a]pyrazin-8-yl)-N-(2-bromo-4-fluorobenzyl)-N-(isoxazol-5-ylmethyl)methylamine